ClC1=C(C=C(C=C1COC)COC)C(\C=C\C=1OC(=CC1)Cl)=O 1-(2-chloro-3,5-dimethoxymethylphenyl)-3-(5-chlorofuran-2-yl)-(2E)-2-propen-1-one